NC1=NC=C(C=C1O[C@H](C)C=1C=C(C=CC1)NC(C1=CC(=CC=C1)S(=O)C)=O)C=1C=NN(C1)C N-(3-((R)-1-((2-Amino-5-(1-methyl-1H-pyrazol-4-yl)pyridin-3-yl)oxy)ethyl)phenyl)-3-(methylsulfinyl)benzamid